C(CCC(=O)[O-])(=O)OC(C)CC(C)C 2-isobutyl-2-ethyl succinate